COC1=C(C=CC(=C1)S(=O)(=O)C)NCC#CC=1N(C=2C=CC=C(C2C1)NC1CCN(CC1)[C@H]1COCC1)CC(F)(F)F (R)-2-(3-((2-methoxy-4-(methylsulfonyl)phenyl)amino)prop-1-yn-1-yl)-N-(1-(tetrahydrofuran-3-yl)piperidin-4-yl)-1-(2,2,2-trifluoroethyl)-1H-indol-4-amine